[Si](C)(C)(C(C)(C)C)OC1(CC1)CN1N=C(C=C1C(=O)OCC)C1=NC=C(C=C1)F Ethyl 1-((1-((tert-butyldimethylsilyl)oxy)cyclopropyl)methyl)-3-(5-fluoropyridin-2-yl)-1H-pyrazole-5-carboxylate